C(C)(=O)C1=CC=C(C=C1)N1C(N2N(CC=C3C2C=2C=CC(=CC2OC3(C)C)NC(=O)N)C1=O)=O 1-(2-(4-acetylphenyl)-7,7-dimethyl-1,3-dioxo-2,3,5,12b-tetrahydro-1h,7h-chromeno[4,3-c][1,2,4]triazolo[1,2-a]pyridazin-10-yl)urea